FC(OC=1C=C(C=CC1)N1C(N([C@H](C1)C#N)C1=CN=CC2=CC=CC=C12)=O)F (R)-1-(3-(difluoromethoxy)phenyl)-3-(isoquinolin-4-yl)-2-oxoimidazoline-4-carbonitrile